sodium m-methylphenyl sulfamate S(N)(OC1=CC(=CC=C1)C)(=O)=O.[Na]